adamantan-1-yl-N'-(3-aminopropyl)-N'-methylmalonic acid diamide C12(CC3CC(CC(C1)C3)C2)C(C(=O)N)C(=O)N(C)CCCN